4-(7-fluoro-4-isothiocyanato-2,3-dihydro-1H-inden-5-yl)-2-methoxypyridine FC=1C=C(C(=C2CCCC12)N=C=S)C1=CC(=NC=C1)OC